CN1[C@@H]([C@H](CC1=O)C(=O)NCCOC1CCC(CC1)OCCCC(=O)NC1CCCCC1)C=1C=NC=CC1 (1R,4r)-4-(4-(((1S,4R)-4-(2-((2S,3S)-1-Methyl-5-oxo-2-(pyridin-3-yl)pyrrolidine-3-carboxamido)ethoxy)cyclohexyl)oxy)butanamido)cyclohexane